C(C)(C)(C)NS(=O)(=O)C1=CC(=CC=C1)C(=O)N1CC2(C3=CC(=CC=C13)NS(=O)(=O)CCF)CCC1(CC2)CC1 N-(tert-butyl)-3-(5''-((2-fluoroethyl)sulfonamido)dispiro[cyclopropane-1,1'-cyclohexane-4',3''-indoline]-1''-carbonyl)benzenesulfonamide